BrC1=C(C=C2C(=CC(NC2=C1F)=O)O)I 7-bromo-8-fluoro-4-hydroxy-6-iodoquinoline-2(1H)-one